5-(Benzyloxy)-8-chloro-2-(3-methyl-1-benzofuran-2-yl)quinoline C(C1=CC=CC=C1)OC1=C2C=CC(=NC2=C(C=C1)Cl)C=1OC2=C(C1C)C=CC=C2